C(OC)(OC1=C(C=CC=C1)OC(F)(F)F)=O methyl (2-(trifluoromethoxy) phenyl) carbonate